5'-(difluoromethyl)-5-(2-(dimethylamino)-2-carbonylethyl)-N-((4-isopropylbenzyl)sulfonyl)-2'-methoxy-[1,1'-biphenyl]-2-carboxamide FC(C=1C=CC(=C(C1)C=1C(=CC=C(C1)CC(=C=O)N(C)C)C(=O)NS(=O)(=O)CC1=CC=C(C=C1)C(C)C)OC)F